OC\C=C/CN1N=C(C=C1)C(=O)N (Z)-1-(4-Hydroxybut-2-en-1-yl)-1H-pyrazole-3-carboxamide